FC=1C=C2CCCN(C2=CC1)C(=O)C=1C=CC=2N(C1)C(=CN2)C=2C=CC(=NC2)NC(OC)=O methyl N-[5-[6-(6-fluoro-3,4-dihydro-2H-quinoline-1-carbonyl)imidazo[1,2-a]pyridin-3-yl]-2-pyridyl]carbamate